C(C)OC1=C(C(=CC(=C1)CN1CCC2(CN(C(O2)=O)C2=CC=C(C(=O)NCCCCS(=O)(=O)O)C=C2)CC1)OCC)C1=CC=C(C=C1)F 4-(4-(8-((2,6-diethoxy-4'-fluoro-[1,1'-biphenyl]-4-yl)methyl)-2-oxo-1-oxa-3,8-diazaspiro[4.5]decan-3-yl)benzamido)butane-1-sulfonic acid